CC1=C(OC2=C(C=C(C=C2C1=O)C)[C@@H](C)NC=1C(=NC=CC1)C(=O)NCC)C1=CC=CC=C1 3-[[(1R)-1-(3,6-Dimethyl-4-oxo-2-phenyl-chromen-8-yl)ethyl]amino]-N-ethyl-pyridine-2-carboxamide